C(C)(=O)OCCC(CO)=C 4-acetoxy-2-methylene-butan-1-ol